ethyl 2-({6-[(1,3-benzothiazol-2-yl)amino]-5-methylpyridazin-3-yl}(3-methoxypropyl)amino)-5-[3-(cyclohexyloxy)propyl]-1,3-thiazole-4-carboxylate S1C(=NC2=C1C=CC=C2)NC2=C(C=C(N=N2)N(C=2SC(=C(N2)C(=O)OCC)CCCOC2CCCCC2)CCCOC)C